CC1=C(C=C2C=NN(C2=C1)C1OCCCC1)C(F)(F)F 6-methyl-1-(tetrahydro-2H-pyran-2-yl)-5-(trifluoromethyl)-1H-indazol